N-(carboxymethyl)-N-[2-[(2-hydroxyethyl)amino]ethyl]-glycine C(=O)(O)CN(CC(=O)O)CCNCCO